3-(3-methoxy-2-pyridyl)-4,5-dimethyl-5-(trifluoromethyl)tetrahydrofuran COC=1C(=NC=CC1)C1COC(C1C)(C(F)(F)F)C